C(C)NC1=C(C(=C(C=C1Br)F)C)Br ethyl-2,6-dibromo-4-fluoro-3-methylaniline